1-(3-amino-1-(4-((6-amino-9H-purin-9-yl)methyl)-6-(2-chloro-4-methoxyphenyl)pyridin-3-yl)piperidin-3-yl)-2,2-difluoroethan-1-ol NC1(CN(CCC1)C=1C=NC(=CC1CN1C2=NC=NC(=C2N=C1)N)C1=C(C=C(C=C1)OC)Cl)C(C(F)F)O